C1[C@@H]2[C@H]([C@H]([C@@H](O2)N3C=NC4=C3N5C=CN=C5NC4=O)O)OP(=O)(O1)O The molecule is a nucleoside 3',5'-cyclic monophosphate analogue having imidazo[2,1-b]purin-4-one as the modified nucleobase. It is a nucleoside monophosphate analogue and an imidazopurine. It derives from a 3',5'-cyclic GMP.